(4-carboxymethyl-2,6-dimethylbenzoyl)diphenyl-phosphine oxide C(=O)(O)CC1=CC(=C(C(=O)P(C2=CC=CC=C2)(C2=CC=CC=C2)=O)C(=C1)C)C